2-[(3-carboxypropyl)amino]butyric acid C(=O)(O)CCCNC(C(=O)O)CC